N-(cis-3-hydroxy-3-methylcyclobutyl)-2-(3-isopropyl-6-oxo-4-phenylpyridazin-1(6H)-yl)acetamide tert-Butyl-N-[4-(3-methyl-2-oxo-1,3-benzoxazol-6-yl)-4-oxo-butyl]carbamate C(C)(C)(C)OC(NCCCC(=O)C1=CC2=C(N(C(O2)=O)C)C=C1)=O.OC1(CC(C1)NC(CN1N=C(C(=CC1=O)C1=CC=CC=C1)C(C)C)=O)C